NCCNC(CC)[Si](OC)(OC)OC N-(β-aminoethyl)-α-aminopropyltrimethoxysilane